N-(tert-butoxycarbonyl)-N-[3-(4-fluorophenyl)propyl]-4-piperidylamine C(C)(C)(C)OC(=O)N(CCCC1=CC=C(C=C1)F)C1CCNCC1